3-iodo-N-(2,5,8,11-tetraoxatridecan-13-yl)benzamide IC=1C=C(C(=O)NCCOCCOCCOCCOC)C=CC1